ClC1=C(C=C(C=C1)NC1=NC=2N(C(=C1)NC1=NC=C(C=C1)CN(C)C)N=CC2C#N)CS(=O)(=O)C 5-((4-chloro-3-((methylsulfonyl)methyl)phenyl)amino)-7-((5-((dimethylamino)methyl)pyridin-2-yl)amino)pyrazolo[1,5-a]pyrimidine-3-carbonitrile